C(C1=CC=CC=C1)N1N=NC(=C1)CCSC=1N([C@H]2[C@H](O)[C@H](O)[C@@H](CO)O2)C=2N=C(NC(C2N1)=O)N 8-(2-(1-Benzyl-[1,2,3]-triazole-4-yl)-ethylthio)guanosine